3-fluoro-2-hydroxy-5-(3-(4-(pyrrolidin-1-yl)phenyl)-1,2,4-thiadiazol-5-yl)benzaldehyde FC=1C(=C(C=O)C=C(C1)C1=NC(=NS1)C1=CC=C(C=C1)N1CCCC1)O